[4-[[9-[(3S)-tetrahydrofuran-3-yl]-8-(2,4,6-trifluoroanilino)purin-2-yl]amino]cyclohexyl] N,N-dimethylcarbamate CN(C(OC1CCC(CC1)NC1=NC=C2N=C(N(C2=N1)[C@@H]1COCC1)NC1=C(C=C(C=C1F)F)F)=O)C